3-(4-(2-(2,6-dioxopiperidin-3-yl)-1,3-dioxoisoindolin-4-yl)piperazin-1-yl)propanal O=C1NC(CCC1N1C(C2=CC=CC(=C2C1=O)N1CCN(CC1)CCC=O)=O)=O